FC1=C2CCC(C2=CC(=C1)F)=O 4,6-difluoro-2,3-dihydro-1H-inden-1-one